[N+](=[N-])=C(C(=O)OC(C)(C)C)C tert-Butyl 2-diazopropanoate